BrCC=1C(=C2C=CC=NC2=CC1)Cl 6-(bromomethyl)-5-chloroquinoline